1,2,4,5-Tetrakis(Diethylphosphonomethyl)Benzene C(C)OP(=O)(OCC)CC1=C(C=C(C(=C1)CP(=O)(OCC)OCC)CP(=O)(OCC)OCC)CP(=O)(OCC)OCC